COC1=CC=C(C=C1)C(OC[C@]12O[C@H]([C@H](N(C1)S(=O)(=O)C)[C@@H]2O)N2C1=NC=NC(=C1N=C2)NC(C2=CC=CC=C2)=O)(C2=CC=CC=C2)C2=CC=C(C=C2)OC N-[9-[(1R,3R,4R,7S)-1-[[bis(4-methoxyphenyl)-phenylmethoxy]methyl]-7-hydroxy-5-methylsulfonyl-2-oxa-5-azabicyclo[2.2.1]heptan-3-yl]-purin-6-yl]benzamide